phenyl-(pyridin-2-yl)methanone C1(=CC=CC=C1)C(=O)C1=NC=CC=C1